1-(5-(2-fluorophenyl)-4-methoxy-1-((6-methoxypyridin-3-yl)sulfonyl)-1H-pyrrol-3-yl)-N-methylmethylamine fumarate salt C(\C=C\C(=O)O)(=O)O.FC1=C(C=CC=C1)C1=C(C(=CN1S(=O)(=O)C=1C=NC(=CC1)OC)CNC)OC